ditert-butyl [(8Z)-2-[(4-hydroxycyclohexyl) amino]-9-[(3S)-tetrahydrofuran-3-yl]-8-(2,4,6-trifluorophenyl)imino-purin-7-yl]methyl phosphate P(=O)(OC(C)(C)C)(OC(C)(C)C)OCN1\C(\N(C2=NC(=NC=C12)NC1CCC(CC1)O)[C@@H]1COCC1)=N/C1=C(C=C(C=C1F)F)F